C1(CCCCC1)C[C@H](C(=O)N1CC2(CCCC2)C(CC1)(O)CN1C(CN(CC1)C(=O)OC(C)(C)C)=O)C tert-Butyl 4-((7-((R)-3-cyclohexyl-2-methylpropanoyl)-10-hydroxy-7-azaspiro[4.5]decan-10-yl)methyl)-3-oxopiperazine-1-carboxylate